N1C=C(C=2C1=NC=CC2)C2=NC=CC(=N2)NC2(CN(C2)S(=O)(=O)C)C(=O)NCC(F)(F)F 3-((2-(1H-pyrrolo[2,3-b]pyridin-3-yl)pyrimidin-4-yl)amino)-1-(methylsulfonyl)-N-(2,2,2-trifluoroethyl)azetidine-3-carboxamide